3-amino-5-chloro-2-hydroxy-N-((tetrahydrofuran-2-yl)methyl)benzenesulfonamide NC=1C(=C(C=C(C1)Cl)S(=O)(=O)NCC1OCCC1)O